(1r,3r)-3-(4-(2-(4-((6-(5-methyl-1,2,4-oxadiazol-3-yl)pyridine-2-yl)oxy)phenyl)propan-2-yl)phenoxy)cyclobutylamine CC1=NC(=NO1)C1=CC=CC(=N1)OC1=CC=C(C=C1)C(C)(C)C1=CC=C(OC2CC(C2)N)C=C1